2-(((1R)-1-(3,6-dimethyl-4-oxo-2-(tetrahydrofuran-3-yl)-3,4-dihydroquinazolin-8-yl)ethyl)amino)-5-fluorobenzoic acid CN1C(=NC2=C(C=C(C=C2C1=O)C)[C@@H](C)NC1=C(C(=O)O)C=C(C=C1)F)C1COCC1